C(C)OC(=O)N1CC2(C1)CC(CC2)N2CCN(CC2)C2=NC=CC=C2C2=NOC=C2C.OC2=C(C=C(C=C2)OC(C)(C)CC(C)(C)C)N2N=C1C(=N2)C=CC=C1 2-(2'-hydroxy-5'-tert-octoxyphenyl)benzotriazole ethyl-6-(4-(3-(4-methylisoxazol-3-yl)pyridin-2-yl)piperazin-1-yl)-2-azaspiro[3.4]octane-2-carboxylate